4-chloro-1-((4,4-difluorocyclohexyl)methyl)-3-methyl-1H-pyrazole-5-carboxylic acid ClC=1C(=NN(C1C(=O)O)CC1CCC(CC1)(F)F)C